CCCCCCCCC(CCCCCCCC)OC(CCCCCCCN(CCCCCCCC(=O)OC(CC)CCCCCCCC)CCCNC1=C(C(C1=O)=O)NC)=O undecan-3-yl 8-[(8-heptadecan-9-yloxy-8-oxooctyl)-[3-[[2-(methylamino)-3,4-dioxocyclobuten-1-yl]amino]propyl]amino]octanoate